FC1(NC(C=2C1=NC(=CC2)NC2=NC=C(C(=C2)N[C@H](CO)C2=CC=CC=C2)C2=NC(=NO2)C21CCN(CC2)CC1)=O)F (S)-7,7-difluoro-2-((4-((2-hydroxy-1-phenylethyl)amino)-5-(3-(quinuclidin-4-yl)-1,2,4-oxadiazol-5-yl)pyridin-2-yl)amino)-6,7-dihydro-5H-pyrrolo[3,4-b]pyridin-5-one